ClC1=NC(=C2C(=N1)N(N=C2)[C@H]2[C@@H]([C@@H]([C@H](O2)CN(C(CP(O)(O)=O)=O)C)O)O)NC2CCC2 (2-((((2R,3S,4R,5R)-5-(6-chloro-4-(cyclobutylamino)-1H-pyrazolo[3,4-d]pyrimidin-1-yl)-3,4-dihydroxytetrahydrofuran-2-yl)methyl)(methyl)amino)-2-oxoethyl)phosphonic acid